C(=O)(O)CN1CCN(CCN(CCN(C(C1)CC1=CC=C(C=C1)N=C=S)CC(=O)O)CC(=O)O)CC(=O)O [4,7,10-tri-carboxymethyl-6-(4-isothiocyanato-benzyl)-1,4,7,10-tetraaza-cyclododecane-1-yl]-acetic acid